2-acetyl-2-chloro-3-methyl-5-oxopentanoic acid ethyl ester C(C)OC(C(C(CC=O)C)(Cl)C(C)=O)=O